CC=1C=C(C=C(C1)C)C1CCN(CC1)C1=C(N)C=CC=C1 2-(4-(3,5-dimethylphenyl)piperidin-1-yl)aniline